C(C)(C)C=1C=C(C=CC1N)C1=CC=C(C=C1)C1=CC=CC=C1 3-isopropyl-[1,1':4',1''-terphenyl]-4-amine